2,7-dihydroxy-3,5-dimethoxy-9,10-dihydrophenanthrene OC1=CC=2CCC3=CC(=CC(=C3C2C=C1OC)OC)O